3-(2-phenylpropyl)-1H-indene C1(=CC=CC=C1)C(CC1=CCC2=CC=CC=C12)C